4-(benzyloxy)-3-fluoro-1-methylpiperidine C(C1=CC=CC=C1)OC1C(CN(CC1)C)F